2-(((1r,4r)-4-(((4-chloro-phenyl)(phenyl)carbamoyl-oxy)methyl)cyclohexyl)methoxy)acetic acid ClC1=CC=C(C=C1)N(C(=O)OCC1CCC(CC1)COCC(=O)O)C1=CC=CC=C1